Cl.NC1CC2CCC(C1)N2C(=O)C=2SC(=C(C2)C=2C=NC=CC2)C2=CC1=C(C(=NO1)C)C=C2F (3-amino-8-azabicyclo[3.2.1]octan-8-yl)(5-(5-fluoro-3-methylbenzo[d]isoxazol-6-yl)-4-(pyridin-3-yl)thiophen-2-yl)methanone hydrochloride